5-[(2R,6S)-2-methyl-6-[[4-[3-(4-piperidyl)phenyl]-1-piperidyl]methyl]morpholin-4-yl]quinoline C[C@@H]1CN(C[C@@H](O1)CN1CCC(CC1)C1=CC(=CC=C1)C1CCNCC1)C1=C2C=CC=NC2=CC=C1